ClC1=C(C=CC=C1)C(C(F)(F)F)(C=C)O 2-(2-chlorophenyl)-1,1,1-trifluorobut-3-en-2-ol